FC(C1=CC=C(C=C1)C1=NOC=N1)(F)F 3-[4-(trifluoromethyl)phenyl]-1,2,4-oxadiazole